N1=CC(=CC2=NC=CC=C12)C(=O)O 1,5-naphthyridine-3-carboxylic acid